C(C)(C)(C)C1=NN=C2N1C(N(C1=C2N=CC(=C1)N1CCOCC1)CC1=CC=C(C=C1)OC)=O 3-tert-butyl-6-(4-methoxybenzyl)-8-(morpholin-4-yl)pyrido[2,3-e][1,2,4]triazolo[4,3-c]pyrimidin-5(6H)-one